C(C)(C)(C)OC(=O)N1CCC2(CC3C(OCCN3C2)=O)CC1 Oxohexahydrospiro[piperidine-4,7'-pyrrolo[2,1-c][1,4]oxazine]-1-carboxylic acid tert-butyl ester